(3S,4R)-1-{4-[(8-{3-[(ethanesulfonyl)meth-yl]azetidin-1-yl}-5-methoxyisoquinolin-3-yl)amino]pyrimidin-2-yl}-3-fluoro-3-methylpiperidin-4-ol C(C)S(=O)(=O)CC1CN(C1)C=1C=CC(=C2C=C(N=CC12)NC1=NC(=NC=C1)N1C[C@]([C@@H](CC1)O)(C)F)OC